2,5-dioxopyrrolidine-1-yl (S)-24-(t-butoxycarbonyl)-3-methoxy-12,21,26-trioxo-2,5,8,14,17-pentaoxa-11,20,25-triazatritetracontan-43-oate C(C)(C)(C)OC(=O)[C@H](CCC(NCCOCCOCC(NCCOCCOCC(OC)OC)=O)=O)NC(CCCCCCCCCCCCCCCCC(=O)ON1C(CCC1=O)=O)=O